[3-13C]-serine N[C@@H]([13CH2]O)C(=O)O